C(C)(C)(C)OC(N([C@H](CO)C=C)N1C(=C(C(C(=C1)C(NCC1=C(C=C(C=C1)F)F)=O)=O)OCC1=CC=CC=C1)C(N[C@@H](C)C=C)=O)=O.ClC1(NC1)Cl 2,2-dichloroaziridine tert-butyl-(3-(benzyloxy)-2-(((S)-but-3-en-2-yl)carbamoyl)-5-((2,4-difluorobenzyl)carbamoyl)-4-oxopyridin-1(4H)-yl)((S)-1-hydroxybut-3-en-2-yl)carbamate